4-(2-methyl-3-oxo-2,3-dihydro-[1,2,4]triazolo[4,3-a]pyridin-7-yl)-N-(5-oxopentyl)-3,4-dihydro-2H-pyrido[3,2-b][1,4]oxazine-7-carboxamide CN1N=C2N(C=CC(=C2)N2C3=C(OCC2)C=C(C=N3)C(=O)NCCCCC=O)C1=O